BrC=1C=CC(=C(C1)/C(=C/C(=O)OCC)/C)F ethyl (E)-3-(5-bromo-2-fluoro-phenyl)but-2-enoate